NC1=NC=C(C=C1/C=C/C(=O)OC)C Methyl (2E)-3-(2-amino-5-methyl-3-pyridinyl)acrylate